((4R,5R)-5-(2-iodophenyl)-2,2-diethyl-1,3-dioxolan-4-yl)methyl sulfamate S(N)(OC[C@H]1OC(O[C@@H]1C1=C(C=CC=C1)I)(CC)CC)(=O)=O